N=1N=C(N2C1C=CC=C2)COC=2C=CC(=C1CCN([C@@H](C21)CN2C(C1=CC=CC=C1C2)=O)C(=O)[C@H]2[C@H](CCCC2)C(=O)NC)Cl (1S,2r)-2-((S)-8-([1,2,4]triazolo[4,3-a]pyridin-3-ylmethoxy)-5-chloro-1-((1-oxoisoindolin-2-yl)methyl)-1,2,3,4-tetrahydroisoquinoline-2-carbonyl)-N-methylcyclohexane-1-carboxamide